4-fluoro-2-(tributylstannyl)pyridine FC1=CC(=NC=C1)[Sn](CCCC)(CCCC)CCCC